((1R,5S,6r)-3-(3-(4-chloro-2-methyl-2H-indazol-5-yl)-1H-pyrazolo[3,4-b]pyrazin-6-yl)-6-(4-chlorothiazol-2-yl)-3-azabicyclo[3.1.0]hexan-6-yl)methanamine ClC=1C2=CN(N=C2C=CC1C1=NNC2=NC(=CN=C21)N2C[C@H]1C([C@H]1C2)(C=2SC=C(N2)Cl)CN)C